C1(CC1)C([C@@H](C(=O)NC=1C(=NN(C1)C(CC(F)F)C=1N(N=NC1)CC(F)(F)F)F)NC(=O)C=1N(N=CC1)C(C)C)C1CC1 N-[(1S)-1-(dicyclopropyl-methyl)-2-[[1-[3,3-difluoro-1-[3-(2,2,2-trifluoroethyl)triazol-4-yl]propyl]-3-fluoro-pyrazol-4-yl]amino]-2-oxo-ethyl]-2-isopropyl-pyrazole-3-carboxamide